4'-chloro-5-(trifluoromethyl)[1,1'-biphenyl]-2-carboxylic acid ClC1=CC=C(C=C1)C=1C(=CC=C(C1)C(F)(F)F)C(=O)O